2-(2-ethoxypyridin-3-yl)-3'-ethyl-1'-[4-fluoro-2-(trifluoromethyl)phenyl]-7-[(3S)-pyrrolidin-3-yl]-6,7-dihydro-8H-spiro[1,7-naphthyridine-5,4'-piperidin]-8-one C(C)OC1=NC=CC=C1C1=NC=2C(N(CC3(C(CN(CC3)C3=C(C=C(C=C3)F)C(F)(F)F)CC)C2C=C1)[C@@H]1CNCC1)=O